COC1=NC=C(C=C1NS(=O)(=O)C1CCCCC1)B1OC(C(O1)(C)C)(C)C N-(2-methoxy-5-(4,4,5,5-tetramethyl-1,3,2-dioxaborolan-2-yl)pyridin-3-yl)cyclohexanesulfonamide